CS(=O)(=O)OCC1(COC1)NC(=O)OCC1=CC=CC=C1 [3-(benzyloxycarbonylamino) oxetan-3-yl]Methyl methanesulfonate